C(C)(C)(C)OC(=O)NCC1CCCCC1 (1R,4S)-4-(((tert-butoxycarbonyl)amino)methyl)cyclohexane